C(C=C)(=O)N1C[C@@H](N(C[C@H]1C)C=1C2=C(N(C(N1)=O)C=1C(=NC=CC1C)C(C)C)N=C(C(=C2)C#N)C2CCCCC2)C 4-((2S,5R)-4-acryloyl-2,5-dimethylpiperazin-1-yl)-7-cyclohexyl-1-(2-isopropyl-4-methyl-Pyridin-3-yl)-2-oxo-1,2-dihydropyrido[2,3-d]pyrimidine-6-carbonitrile